(2S,4R)-4-(2-((3'-methyl-[1,1'-biphenyl]-4-yl)amino)-2-oxoethyl)-1-(2-methylbenzofuro[3,2-d]pyrimidin-4-yl)pyrrolidine CC=1C=C(C=CC1)C1=CC=C(C=C1)NC(C[C@H]1CCN(C1)C=1C2=C(N=C(N1)C)C1=C(O2)C=CC=C1)=O